C(CCCCCCC\C=C/CCCCCCCC)(=O)OC[C@@H](OC(CCCCCCC\C=C/CCCCCCCC)=O)COP(=O)(OC1=CC=CC=C1)OC1=CC=CC=C1 diphenyl 1,2-dioleoyl-SN-glycero-3-phosphate